C1CCCC2=C1CCCCCC2 1,2,3,4,5,6,7,8,9,10-decahydrobenzo[8]annulene